(S)-2-(1-(3,5-dichloropyridin-4-yl)cyclopropane-1-carboxamido)-4-(((S)-3-fluoro-2-methoxypropyl)(4-(5,6,7,8-tetrahydro-1,8-naphthyridin-2-yl)butyl)amino)butanoic acid ClC=1C=NC=C(C1C1(CC1)C(=O)N[C@H](C(=O)O)CCN(CCCCC1=NC=2NCCCC2C=C1)C[C@@H](CF)OC)Cl